(R)-4-nitrophenyl(1-phenylethyl) carbonate C(O[C@H](CC1=CC=C(C=C1)[N+](=O)[O-])C1=CC=CC=C1)([O-])=O